tert-butyl 3-(3-methyl-4-piperidyl)azetidine-1-carboxylate CC1CNCCC1C1CN(C1)C(=O)OC(C)(C)C